6-(2-((2-(4-(trifluoromethoxy)phenyl)-1H-imidazo[4,5-c]pyridin-1-yl)methyl)phenoxy)hexanoic acid FC(OC1=CC=C(C=C1)C=1N(C2=C(C=NC=C2)N1)CC1=C(OCCCCCC(=O)O)C=CC=C1)(F)F